CN1CCC(CC1)C(=O)NC=1C=C2C(=NC1)NC=C2C2=CC=C1C(CC3(CCNCC3)OC1=C2)=O 1-methyl-N-(3-(4-oxospiro[chromane-2,4'-piperidin]-7-yl)-1H-pyrrolo[2,3-b]pyridin-5-yl)piperidine-4-carboxamide